5-(1-cyclopropyl-1H-imidazol-4-yl)-3-(ethylsulfanyl)-2-[3-methyl-6-(1,1,2,2,2-pentafluoroethyl)-3H-imidazo[4,5-b]pyridin-2-yl]pyridine C1(CC1)N1C=NC(=C1)C=1C=C(C(=NC1)C1=NC=2C(=NC=C(C2)C(C(F)(F)F)(F)F)N1C)SCC